FC1=C2C(=CC(=CC2=CC=C1F)O)C1=C(C=2N=C(N=C(C2C=N1)OCC(F)(F)F)OC[C@]12CCCN2C[C@@H](C1)F)F 5,6-difluoro-4-(8-fluoro-2-(((2R,7aS)-2-fluorohexahydro-1H-pyrrolizin-7a-yl)methoxy)-4-(2,2,2-trifluoroethoxy)pyrido[4,3-d]pyrimidin-7-yl)naphthalen-2-ol